iodonium Diphenyl-iodine nonafluoron-butanesulfonate FC(C(C(C(S(=O)(=O)[O-])(F)F)(F)F)(F)F)(F)F.C1(=CC=CC=C1)IC1=CC=CC=C1.[IH2+]